Cl.C(C)C1=CC=C(C=N1)OC1=C(C=C(C=C1)NC1=NC=NC2=CC=3OC[C@H]4NCCN(C3N=C21)C4)C (10S)-N-(4-((6-ethylpyridin-3-yl)oxy)-3-methylphenyl)-8,9,10,11-tetrahydro-7H-6,10-methanopyrimido[4',5':5,6]pyrido[3,2-b][1,4,7]oxadiazonin-4-amine hydrochloride